4-(N,N-Dimethylamino)pyridine hydroiodide I.CN(C)C1=CC=NC=C1